1,3-bis(hexafluoroisopropoxy)-2-propanol dichlorophosphate P(=O)(Cl)(Cl)OC(COC(C(F)(F)F)C(F)(F)F)COC(C(F)(F)F)C(F)(F)F